C(#C)N1OC2=C(O1)C=CC=C2 2-ethynylbenzo[d][1,3]dioxazole